[Se]1NC(C=C1)=O isoselenazol-3(2H)-one